FC(S(=O)(=O)OC1=C2C=C(C(N(C2=CC(=C1)C1CCN(CC1)C(=O)C1CCOCC1)C)=O)C)(F)F 1,3-dimethyl-2-oxo-7-(1-(tetrahydro-2H-pyran-4-carbonyl)piperidin-4-yl)-1,2-dihydroquinolin-5-yl trifluoromethanesulfonate